ClC=1C=CC2=C(N=C(S2)C2CN(CCO2)C)C1 2-(5-chloro-1,3-benzothiazol-2-yl)-4-methyl-morpholine